4-bromo-3-methoxyaniline hexamethylenedi-acrylate methyl-(S)-2-chloro-1-methyl-6-oxo-4-(6,8,8,9,9-pentamethyl-4,7-dioxa-3-aza-8-siladecyl)-1,6-dihydropyridine-3-carboxylate COC(=O)C1=C(N(C(C=C1CCNOC[C@@H](O[Si](C(C)(C)C)(C)C)C)=O)C)Cl.C(C=CCCCCCCC=CC(=O)O)(=O)O.BrC1=C(C=C(N)C=C1)OC